Bis(octenyl)phosphinic acid C(=CCCCCCC)P(O)(=O)C=CCCCCCC